(R)-N-methyl-1-phenylpropan-2-amine hydrochloride Cl.CN[C@@H](CC1=CC=CC=C1)C